ICCCCCCCCCCCCCCI 1,14-diiodotetradecane